C(C)(C)(C)C1=CC=C(C=C1)C(=O)NCCOCCOCC(=O)N[C@H](C(=O)N[C@H](C(=O)OCC1=CC=CC=C1)CO)CCCCNC(=O)OCC1C2=CC=CC=C2C=2C=CC=CC12 benzyl (2S)-2-[(2S)-2-[2-(2-{2-[(4-tert-butylphenyl)formamido]ethoxy}ethoxy)acetamido]-6-{[(9H-fluoren-9-ylmethoxy)carbonyl]amino}hexanamido]-3-hydroxypropanoate